CNC[C@@H](O)C1=CC=CC=C1 |r| (S)- and (R)-2-methylamino-1-phenylethanol